(4-methoxyphenyl)methylphenacylsulfonium COC1=CC=C(C=C1)C[SH+]CC(=O)C1=CC=CC=C1